(5'S,7a'R)-1-(5-cyclopropylpyridin-2-yl)-5'-phenyltetrahydro-3'H-spiro[piperidine-4,2'-pyrrolo[2,1-b][1,3]oxazol]-3'-one C1(CC1)C=1C=CC(=NC1)N1CCC2(C(N3[C@H](O2)CC[C@H]3C3=CC=CC=C3)=O)CC1